(5aS,6R,11bR)-14-(cyclopropylmethyl)-5a-hydroxy-10-methoxy-3,4,5,5a,6,7-hexahydro-6,11b-(epiminoethano)naphtho[1,2-d]azepin-2(1H)-one C1(CC1)CN1CC[C@]23CC(NCC[C@]2([C@H]1CC1=CC=C(C=C13)OC)O)=O